C(C)OC1=CC(=C(C=C1)C=1CCOC2=C(C1C1=CC=C(C=C1)O[C@@H]1CN(CC1)CCCF)C=C(C(=C2)O)F)C 4-(4-ethoxy-2-methyl-phenyl)-7-fluoro-5-[4-[(3S)-1-(3-fluoropropyl)pyrrolidin-3-yl]oxyphenyl]-2,3-dihydro-1-benzoxepin-8-ol